N1N=CC(=C1)CNC(=O)NC1=CC=C(C=C1)C=1SC(=CN1)CC1=CC=CC=C1 1-((1H-Pyrazol-4-yl)methyl)-3-(4-(5-benzylthiazol-2-yl)phenyl)urea